3,3-difluoro-2-oxo-indoline-6-carbonitrile FC1(C(NC2=CC(=CC=C12)C#N)=O)F